FC1=CC=C(C=2C=NNC12)C(=O)N(C)OC 7-Fluoro-N-methoxy-N-methyl-1H-indazole-4-carboxamide